N-methyl-N-(TRIMETHYLSILYL)trifluoroacetamide CN(C(=O)C(F)(F)F)[Si](C)(C)C